3-(Azetidin-3-ylmethylamino)-N-[4-[4-[6-chloro-4-(trifluoromethyl)-2-pyridyl]piperazin-1-yl]sulfonylphenyl]benzamide N1CC(C1)CNC=1C=C(C(=O)NC2=CC=C(C=C2)S(=O)(=O)N2CCN(CC2)C2=NC(=CC(=C2)C(F)(F)F)Cl)C=CC1